4-methyl-N-[(1S,2S,3S,5R)-2,6,6-trimethylnorpinan-3-yl]-1H-pyrrolo[2,3-b]pyridine-2-carboxamide CC1=C2C(=NC=C1)NC(=C2)C(=O)N[C@@H]2[C@H]([C@H]1C([C@@H](C2)C1)(C)C)C